ClC1=CC=C(C=C1)C1=NN(C=C1CC(=O)OCCN(CC)CC)C1=CC=CC=C1 diethylaminoethyl 3-(4-chlorophenyl)-1-phenyl-1H-pyrazole-4-acetate